5-chloro-4-(cyclopentylmethoxy)-N-((2,3-difluorobenzyl)sulfonyl)-2-fluorobenzamide ClC=1C(=CC(=C(C(=O)NS(=O)(=O)CC2=C(C(=CC=C2)F)F)C1)F)OCC1CCCC1